sodium dithionitrite N(=S)[S-].[Na+]